2-tert-butyl-aniline C(C)(C)(C)C1=C(N)C=CC=C1